CC=1N=C2N(N=C(C=C2C)C=2C=C3C=CN(C(C3=C(C2)OC)=O)C2CN(CC2)C(=O)OC(C)(C)C)C1 tert-butyl 3-(6-{2,8-dimethylimidazo[1,2-b]pyridazin-6-yl}-8-methoxy-1-oxoisoquinolin-2-yl)pyrrolidine-1-carboxylate